(R)-tert-butyl 3-((5-(3-bromo-5,6,7,8-tetrahydro-1,8-naphthyridin-2-yl)pentyl)oxy)pyrrolidine-1-carboxylate BrC=1C(=NC=2NCCCC2C1)CCCCCO[C@H]1CN(CC1)C(=O)OC(C)(C)C